FC(C1=NN=C(S1)C1=NC=C2N1C=C(C=C2N2C[C@@H]1COCCN1CC2)S(=O)(=O)NC2(COC2)C)F (R)-3-(5-(difluoromethyl)-1,3,4-thiadiazol-2-yl)-8-(hexahydropyrazino[2,1-c][1,4]oxazin-8(1H)-yl)-N-(3-methyloxetan-3-yl)imidazo[1,5-a]pyridine-6-sulfonamide